(S)-2'-chloro-4-(3-(5-(trifluoromethyl)pyridin-2-yloxy)pyrrolidin-1-yl)biphenyl-3-carboxylic acid ClC1=C(C=CC=C1)C1=CC(=C(C=C1)N1C[C@H](CC1)OC1=NC=C(C=C1)C(F)(F)F)C(=O)O